isobutyl-5-(4-(trifluoromethyl)phenyl)morpholine C(C(C)C)N1CCOCC1C1=CC=C(C=C1)C(F)(F)F